4-bromo-N'-(tert-butyldimethylsilyl)-N,N-dimethylbenzenesulfonimidamide BrC1=CC=C(C=C1)S(=O)(N(C)C)=N[Si](C)(C)C(C)(C)C